C(C1=CC=CC=C1)N1C[C@H](N(C[C@@H]1C1=CC=C(C=C1)F)C(C(C)(C)C)=O)C 1-[(2R,5S)-4-benzyl-5-(4-fluorophenyl)-2-methyl-piperazin-1-yl]-2,2-dimethyl-propan-1-one